FC(C1=NN=C(O1)C=1C=CC(=NC1)CN1N=NC(=C1)C=1C=C(C=CC1)C1CCN(CC1)C(=O)OC(C)(C)C)F tert-butyl 4-(3-(1-((5-(5-(difluoromethyl)-1,3,4-oxadiazol-2-yl)pyridin-2-yl)methyl)-1H-1,2,3-triazol-4-yl)phenyl)piperidin-1-carboxylate